BrC1=CC=C(C=C1)[C@@H](C(F)(F)F)NC(=O)C1CN(CC1)C(=O)OC(C)(C)C tert-butyl 3-{[(1S)-1-(4-bromophenyl)-2,2,2-trifluoroethyl]carbamoyl}pyrrolidine-1-carboxylate